C1(CCCCC1)C(C)CCCCCCCCCCCCCCCCCC 2-cyclohexyleicosane